O(C1=CC=CC=C1)C(=O)NC=1C=C(OC2CCN(CC2)C(=O)OC(C)(C)C)C=CC1 tert-butyl 4-(3-((phenoxycarbonyl)amino)phenoxy)piperidine-1-carboxylate